OCCN1N=C(C=C1)NC1=NC=CC(=N1)C1=CN(C2=CC(=CC=C12)NC(C=C)=O)C N-[3-[2-[[1-(2-hydroxyethyl)pyrazol-3-yl]amino]pyrimidin-4-yl]-1-methyl-indol-6-yl]prop-2-enamide